N-(1,1-dimethyl-3-oxobutyl)methacrylamide CC(CC(C)=O)(C)NC(C(=C)C)=O